BrC=1C=C2C=NN(C2=C(C1)C(=O)O)COCC[Si](C)(C)C 5-bromo-1-(2-trimethylsilylethoxymethyl)indazole-7-carboxylic acid